[Yb+3].FC(S(=O)(=O)[O-])(F)F.C(C=C)OCCCCC1=CC=C(C=C1)CC=1C=C(C=CC1C)[C@@H]1O[C@@H]([C@H]([C@@H]([C@H]1OCC1=CC=CC=C1)OCC1=CC=CC=C1)OCC1=CC=CC=C1)CC.FC(S(=O)(=O)[O-])(F)F.FC(S(=O)(=O)[O-])(F)F (2S,3S,4S,5R,6R)-2-[3-[[4-(4-Allyloxybutyl)phenyl]methyl]-4-methyl-phenyl]-3,4,5-tribenzyloxy-6-ethyl-tetrahydropyran trifluoromethanesulfonate Ytterbium